N1CCC(=CC1)N1C(NC2=C1C=CC=C2)=O 1-(1,2,3,6-tetrahydro-4-pyridinyl)-2-benzoimidazolidinone